(S)-quinuclidin-3-yl (7-(2,6-dimethoxypyridin-3-yl)-3,3-dimethylchroman-4-yl)carbamate COC1=NC(=CC=C1C1=CC=C2C(C(COC2=C1)(C)C)NC(O[C@@H]1CN2CCC1CC2)=O)OC